Ethyl 2-((S)-2,2-dimethylcyclopropane-1-carbonyl)-2,6-diazaspiro[3.4]octane-8-carboxylate CC1([C@H](C1)C(=O)N1CC2(C1)CNCC2C(=O)OCC)C